N-cyclohexyl-3,7-dimethyl-2-octenamide C1(CCCCC1)NC(C=C(CCCC(C)C)C)=O